(3-Chloro-4-fluorophenyl)-1-(6-cyanopyridin-3-yl)-1-((1,4,5,7-tetrahydropyrano[3,4-c]pyrazol-3-yl)methyl)urea ClC=1C=C(C=CC1F)NC(N(CC=1C2=C(NN1)COCC2)C=2C=NC(=CC2)C#N)=O